C(\C=C/C(=O)O)(=O)O.ClC=1C=C(C=CC1OCC1=NC=CC=C1)NC1=C(C=NC2=CC(=C(C=C12)NC(C=CC1N(CCC1)C)=O)OCC)C#N N-(4-(3-chloro-4-(pyridin-2-ylmethoxy)phenylamino)-3-cyano-7-ethoxyquinolin-6-yl)-3-(1-methylpyrrolidin-2-yl)-acrylamide maleate